C(N)(O)=O.C(N)(O)=O.OCC1=C(C=CC=C1)O 2-(hydroxymethyl)phenol dicarbamate